3-(6-methylpyridin-3-yl)tetrahydrofuran-3-ylmethanone CC1=CC=C(C=N1)C1(COCC1)C=O